N1(CCC=CC1)C(=O)OC(C)(C)C tert-butyl (1,2,3,6-tetrahydropyridine-1-carboxylate)